N-cyclopropyl-6-(4-(5-((5,5-difluoro-2,7-diazaspiro[3.5]nonan-2-yl)methyl)pyridin-2-yl)indolin-1-yl)-8-(methylamino)imidazo[1,2-b]pyridazine-3-carboxamide trifluoroacetate FC(C(=O)O)(F)F.C1(CC1)NC(=O)C1=CN=C2N1N=C(C=C2NC)N2CCC1=C(C=CC=C21)C2=NC=C(C=C2)CN2CC1(C2)C(CNCC1)(F)F